9-isopropylisoxazolo[5,4-H]quinazolin-2-amine C(C)(C)C1=NOC2=CC=C3C=NC(=NC3=C21)N